copper-lead-zinc-iron sulfide [Fe]=S.[Zn].[Pb].[Cu]